FC=1C=C(C=NC1)COC=1C(=NC=CC1)C1=CC(=CN1C)C(=O)OC methyl 5-{3-[(5-fluoropyridin-3-yl)methoxy]pyridin-2-yl}-1-methylpyrrole-3-carboxylate